ClC1=C(C=CC=C1)S(=O)(=O)N(C1=CC(=CC=C1)CN1CCN(CC1)C(C(C)C)=O)S(=O)(=O)C1=C(C=CC=C1)Cl 2-chloro-N-((2-chlorophenyl)sulfonyl)-N-(3-((4-isobutyrylpiperazin-1-yl)methyl)phenyl)benzenesulfonamide